C(C=C)(=O)N1[C@H](CN(C[C@H]1C)C1=NC(N2C3=C(C(=C(C=C13)C(F)(F)F)C1=C(C=C(C(=C1)Cl)F)F)SCC(C2)C=2C=NC=CC2)=O)C 8-((3S,5R)-4-acryloyl-3,5-dimethylpiperazin-1-yl)-11-(5-chloro-2,4-difluorophenyl)-3-(pyridin-3-yl)-10-(trifluoromethyl)-3,4-dihydro-2H,6H-[1,4]thiazepino[2,3,4-ij]quinazolin-6-one